COC1=NC=CC=N1 methoxypyrimidin